2-(4-oximinomethylphenyl)-7-azaindole N(O)=CC1=CC=C(C=C1)C=1NC2=NC=CC=C2C1